FC=1C=C(C=NC1N1C=NC(=C1)C1(SCCC1)C)NC(CN1N=C(C=C1C)C(F)(F)F)=O N-(5-fluoro-6-(4-(2-methyltetrahydrothiophen-2-yl)-1H-imidazol-1-yl)pyridin-3-yl)-2-(5-methyl-3-(trifluoromethyl)-1H-pyrazol-1-yl)acetamide